C(C1=CC=CC=C1)C=1N(C=2C(=C3CC[C@@H](NC3=CC2)C)N1)CCN1C[C@@H](O[C@H](C1)C)C (7S)-2-Benzyl-3-{2-[(2S,6S)-2,6-dimethylmorpholin-4-yl]ethyl}-7-methyl-3H,6H,7H,8H,9H-imidazo[4,5-f]chinolin